C(C1=CC=CC=C1)(=O)NC(N(CCOC(C)C)C1=C(NC=C1)C(=O)OCC)=S ethyl 3-(3-benzoyl-1-(2-isopropoxyethyl)thioureido)-1H-pyrrole-2-carboxylate